OC(COCCCC)C (2'-hydroxypropoxy)methylpropan